NC([C@H](CCC(=O)OC)N1C(C2=CC=CC(=C2C1)OCCN(C)C(=O)OC(C)(C)C)=O)=O methyl (S)-5-amino-4-(4-(2-((tert-butoxycarbonyl)(methyl)amino)ethoxy)-1-oxoisoindolin-2-yl)-5-oxopentanoate